1-[5-(Trifluoromethyl)pyrimidin-2-yl]ethan-1-one FC(C=1C=NC(=NC1)C(C)=O)(F)F